(R)-6-(4-((2-oxo-6-azaspiro[3.3]heptan-6-yl)methyl)-2-methoxybenzyl)-2-amino-4-(Pentan-2-ylamino)pyrimidin O=C1CC2(C1)CN(C2)CC2=CC(=C(CC1=CC(=NC(=N1)N)N[C@H](C)CCC)C=C2)OC